D-(+)-Galactonic Acid O=C([C@H](O)[C@@H](O)[C@@H](O)[C@H](O)CO)O